3-(1-oxo-5-((6-(4-(quinoxalin-2-yl)-1H-pyrazol-1-yl)hexyl)amino)isoindolin-2-yl)piperidine-2,6-dione O=C1N(CC2=CC(=CC=C12)NCCCCCCN1N=CC(=C1)C1=NC2=CC=CC=C2N=C1)C1C(NC(CC1)=O)=O